2-(4-hydroxy-benzyl)-benzene OC1=CC=C(CC2=CC=CC=C2)C=C1